2-((1S,2S)-4-hydroxy-2-methylcyclohexyl)-N-(imidazo[1,2-b]pyridazin-3-yl)-6-methoxy-2H-indazole-5-carboxamide OC1C[C@@H]([C@H](CC1)N1N=C2C=C(C(=CC2=C1)C(=O)NC1=CN=C2N1N=CC=C2)OC)C